(9-((2R,3R,4S,5R)-5-((bis(4-methoxyphenyl)(phenyl)-methoxy)methyl)-3,4-dihydroxytetrahydrothiophen-2-yl)-6-oxo-6,9-dihydro-1H-purin-2-yl)isobutyramide COC1=CC=C(C=C1)C(OC[C@@H]1[C@H]([C@H]([C@@H](S1)N1C=2N=C(NC(C2N=C1)=O)C(C(=O)N)(C)C)O)O)(C1=CC=CC=C1)C1=CC=C(C=C1)OC